2-methyl-1-[methyl(3-methylpyrazin-2-yl)amino]propan-2-ol CC(CN(C1=NC=CN=C1C)C)(C)O